C1CCC2=CC(=CC=C12)C(C)=NNC=1SC=C(N1)C1=C(C=CC=C1)O 2-[2-(2-(1-(2,3-Dihydro-1H-inden-5-yl)ethylidene)hydrazinyl)thiazol-4-yl]phenol